3-(3-{3-[(4-methyl-4H-1,2,4-triazol-3-yl)methyl]oxetan-3-yl}phenyl)-5-(trifluoromethyl)-1H-pyrazolo[3,4-c]pyridin CN1C(=NN=C1)CC1(COC1)C=1C=C(C=CC1)C1=NNC2=CN=C(C=C21)C(F)(F)F